C(C)(=O)N1CCC(CC1)C=1C=C2C(NC(=NC2=CC1)C=1C=C2C(=CN1)SC=C2)=O 6-(1-acetyl-piperidin-4-yl)-2-thieno[2,3-c]pyridin-5-yl-3H-quinazolin-4-one